ClC1=C(C=CC(=C1)Cl)C=1CCCC2=C(C1C1=CC(=CC=C1)OS(=O)(=O)C(F)(F)F)C=CC(=C2)C(=O)OC methyl 8-(2,4-dichlorophenyl)-9-(3-(((trifluoromethyl)sulfonyl)oxy)phenyl)-6,7-dihydro-5H-benzo[7]annulene-3-carboxylate